8-methoxy-6-[7-(oxetan-2-ylmethoxy)imidazo[1,2-a]pyridin-3-yl]-2-(2,2,2-trifluoroethyl)-3,4-dihydroisoquinolin-1-one COC=1C=C(C=C2CCN(C(C12)=O)CC(F)(F)F)C1=CN=C2N1C=CC(=C2)OCC2OCC2